2-(2-ethoxypyridin-4-yl)-4-fluoro-6-isopropylaniline C(C)OC1=NC=CC(=C1)C1=C(N)C(=CC(=C1)F)C(C)C